6-chloro-4-(isoquinolin-4-yl)-5-(methoxymethoxy)-6'-methyl-2,2'-bipyridine ClC1=C(C(=CC(=N1)C1=NC(=CC=C1)C)C1=CN=CC2=CC=CC=C12)OCOC